1-N-m-chlorophenyl-formamide ClC=1C=C(C=CC1)NC=O